2-(tert-butylamino)-1-ethanol C(C)(C)(C)NCCO